C(C)OC=1N=C2N(C(C1C=1C=NN(C1)CC(C(F)(F)F)(F)F)=O)N=C(S2)C 7-ethoxy-2-methyl-6-[1-(2,2,3,3,3-pentafluoropropyl)-1H-pyrazol-4-yl]-5H-[1,3,4]thiadiazolo[3,2-a]pyrimidin-5-one